C(CCCCC)C(COC(CCCC(=O)OC(C(=O)NCCC(=O)O)C(COC(CCCC(OCC(CCCCCCCC)CCCCCC)=O)=O)(C)C)=O)CCCCCCCC 3-(2,4-bis((5-((2-Hexyldecyl)oxy)-5-oxopentanoyl)oxy)-3,3-dimethylbutanamido)propanoic acid